N=1C=NN2C1C=C(C=C2)OC2=CC(=C(C(=C2)C)NC2=NC=NC1=CC(=C(C=C21)NC(/C(=C\[C@@H]2N(CCC2)C)/F)=O)OC)OC (R,E)-N-(4-((4-([1,2,4]triazolo[1,5-a]pyridin-7-yloxy)-2-methoxy-6-methylphenyl)amino)-7-methoxy-quinazolin-6-yl)-2-fluoro-3-(1-methylpyrrolidin-2-yl)acrylamide